FC=1C=C(C=CC1F)[C@H]1[C@@H](CN(C1)CCOC)NC(NC1=C(C(=NN1C1=CC=CC=C1)OCC(=O)N)C)=O 2-((5-(3-((3S,4R)-4-(3,4-difluorophenyl)-1-(2-methoxyethyl)pyrrolidin-3-yl)ureido)-4-methyl-1-phenyl-1H-pyrazol-3-yl)oxy)acetamide